Cl.Cl.C(C)(C)(C)OC(CN1CCNCC1)=O.O=C1NC(CCC1N1C(C2(CCN(CC2)CC(=O)N)C2=CC(=CC=C12)F)=O)=O 2-(1-(2,6-dioxopiperidin-3-yl)-5-fluoro-2-oxospiro[indolin-3,4'-piperidin]-1'-yl)acetamide t-butyl-2-(piperazin-1-yl)acetate dihydrochloride